(1aR,5aR)-2-(4-Methoxy-phenyl)-1a,2,5,5a-tetrahydro-1H-2,3-diaza-cyclopropa[a]pentalene-4-carboxylic acid (1-methyl-1-phenyl-ethyl)-amide CC(C)(C1=CC=CC=C1)NC(=O)C=1C=2C[C@@H]3[C@H](C2N(N1)C1=CC=C(C=C1)OC)C3